The molecule is a ferrocene complex in which one of the cyclopentadienyl rings is substituted with a dimethylcarbamoyl group while the other carries a 4-carboxybutanamido group. CN(C)C(=O)[C-]1[CH-][CH-][CH-][CH-]1.[CH-]1C=CC=C1NC(=O)CCCC(=O)O.[Fe]